[N+](=O)([O-])CCOCCC 1-(2-nitroethoxy)propane